(R)-1-(2-chloro-5-(1-(tetrahydro-2H-pyran-4-yl)-1H-pyrazol-4-yl)pyridin-4-yl)piperidin-3-carboxamide ClC1=NC=C(C(=C1)N1C[C@@H](CCC1)C(=O)N)C=1C=NN(C1)C1CCOCC1